N,N'-di-n-butyl-para-phenylenediamine C(CCC)NC1=CC=C(C=C1)NCCCC